1-(4-(2,6-bis(bis(2-methoxyethyl)amino)-8-(4-methoxypiperidin-1-yl)pyrimido[5,4-d]pyrimidin-4-yl)piperazin-1-yl)ethanone COCCN(C=1N=C(C2=C(N1)C(=NC(=N2)N(CCOC)CCOC)N2CCC(CC2)OC)N2CCN(CC2)C(C)=O)CCOC